(5-(2-(5-azaspiro[3.4]octan-5-yl)acetamido)-2-methylpyridin-3-yl)-2-bromopyrazolo[5,1-b]thiazole-7-carboxamide C1CCC12N(CCC2)CC(=O)NC=2C=C(C(=NC2)C)C=2N1C(SC2Br)=C(C=N1)C(=O)N